7-(cyclopent-1-en-1-yl)-2-hydroxyquinoline-3-carboxylic acid C1(=CCCC1)C1=CC=C2C=C(C(=NC2=C1)O)C(=O)O